O=C1CC(CC(C1)=O)C(=O)O 3,5-dioxo-cyclohexanecarboxylic acid